CC1=CC=CN2C1=NC(=C(C2=O)C=O)N2CCCC2 9-METHYL-4-OXO-2-PYRROLIDIN-1-YL-4H-PYRIDO[1,2-A]PYRIMIDINE-3-CARBALDEHYDE